ON1C(CC(CC1(C)C)O)(C)C 1-hydroxy-2,2,6,6-tetramethyl-4-hydroxypiperidine